FC(C1=NC(=NO1)C=1C=CC(=NC1)COC1=CC=CC=2NN=NC21)(F)F 4-({5-[5-(trifluoromethyl)-1,2,4-oxadiazol-3-yl]pyridin-2-yl}methoxy)-1H-benzotriazole